ClC=1C=C2C(=NC1)[C@]1([C@@](O2)([C@@H]([C@H](C1=O)C(=O)OC)C1=CC=CC=C1)C1=CC=C(C=C1)OC)O |r| rac-methyl (5aR,6S,7R,8aR)-3-chloro-8a-hydroxy-5a-(4-methoxyphenyl)-8-oxo-6-phenyl-5a,7,8,8a-tetrahydro-6H-cyclopenta[4,5]furo[3,2-b]pyridine-7-carboxylate